OC=1C(=NC=CC1OC)C(=O)N[C@H](C(=O)ON(C(C)C1=CC=C(C=C1)C(F)(F)F)C)C [methyl-[1-[4-(trifluoromethyl)phenyl]ethyl]amino] (2S)-2-[(3-hydroxy-4-methoxy-pyridine-2-carbonyl) amino]propanoate